Nickel-silicon copper [Cu].[Si].[Ni]